NC1=NC(=C(C(=N1)N)OCCCOC1=C(C=CC=C1)CCC(=O)NO)C1CC1 3-(2-{3-[(2,4-Diamino-6-cyclopropylpyrimidin-5-yl)oxy]propoxy}phenyl)-N-hydroxypropanamide